3,6-dibutoxyacenaphthenequinone C(CCC)OC1=C2C(C(C=3C=CC(=C(C=C1)C32)OCCCC)=O)=O